O=C1N(CCC(N1)=O)C=1C=C(C(=O)O)C=CC1C 3-(2,4-Dioxo-1,3-diazinan-1-yl)-4-methylbenzoic acid